C(#N)C1(CC1)NC1=C(C=NC(=C1)N1N=C2N=CC(=CC2=C1)C#N)C(=O)O 4-[(1-cyanocyclopropyl)amino]-6-(5-cyanopyrazolo[3,4-b]pyridin-2-yl)pyridine-3-carboxylic acid